ClC1=NC=C(C(=C1)N1C[C@H](CCC1)NC(OC(C)(C)C)=O)C=1C=NN(C1)CC1CC(C1)(F)F tert-butyl (S)-(1-(2-chloro-5-(1-((3,3-difluorocyclobutyl)methyl)-1H-pyrazol-4-yl)pyridin-4-yl)piperidin-3-yl)carbamate